C(C)N1C2=C(N(C3=C(C1=O)C=CC=C3)C)N=C(N=C2)NC2=C(C=C(C=C2)NS(=O)(=O)C)OC N-(4-((5-ethyl-11-methyl-6-oxo-6,11-dihydro-5H-benzo[e]pyrimido[5,4-b][1,4]diazepin-2-yl)amino)-3-methoxyphenyl)methanesulfonamide